BrC1=C(C=CC=C1)N1C2=CC=CC=C2C=2C=C(C=CC12)I 9-(2-bromophenyl)-3-iodo-9H-carbazole